Sodium aminoethylsulfonic acid NCCS(=O)(=O)O.[Na]